NC=1C2=C(N=CN1)C(=CS2)C=2C=CC(=C(C2)NC(=O)N2OCC[C@H]2C2=CC=CC=C2)C (S)-N-(5-(4-aminothieno[3,2-d]pyrimidin-7-yl)-2-methylphenyl)-3-phenylisoxazolidine-2-carboxamide